1-(4-(4-((3-methyl-4-((1-methyl-1H-benzo[d]imidazol-5-yl)oxy)phenyl)amino)pyrido[3,2-d]pyrimidin-6-yl)-1,4-diazepan-1-yl)prop-2-en-1-one CC=1C=C(C=CC1OC1=CC2=C(N(C=N2)C)C=C1)NC=1C2=C(N=CN1)C=CC(=N2)N2CCN(CCC2)C(C=C)=O